C(C)(C)(C)OC(=O)NCCCN(CCCNC(OCC1=CC=CC=C1)=O)CC(F)(F)F Benzyl N-[3-([3-[(tert-butoxycarbonyl)amino]propyl](2,2,2-trifluoroethyl)amino)propyl]carbamate